NC=1C=NC=2CCN(CC2C1)C(=O)NCC(F)F 3-amino-N-(2,2-difluoroethyl)-7,8-dihydro-1,6-naphthyridine-6(5H)-carboxamide